methyl((4-(5-(trifluoromethyl)-1,2,4-oxadiazol-3-yl)phenyl)imino)(4-(trifluoromethyl)benzyl)-λ6-sulfanone CS(=O)(CC1=CC=C(C=C1)C(F)(F)F)=NC1=CC=C(C=C1)C1=NOC(=N1)C(F)(F)F